2-(2-methoxy-4-methylphenoxy)-1-(2-(5-(trifluoromethyl)-1,2,4-oxadiazol-3-yl)-6,7-dihydrothieno[3,2-c]pyridin-5(4H)-yl)ethan-1-one COC1=C(OCC(=O)N2CC3=C(CC2)SC(=C3)C3=NOC(=N3)C(F)(F)F)C=CC(=C1)C